CC1=NC=CC=C1C=1C=C2C(=CC=NC2=CC1)C(=O)O 6-(2-methylpyridin-3-yl)quinoline-4-carboxylic acid